CON(C(=O)C=1C=C2C(NCC2=C(C1)C(F)(F)F)=O)C N-methoxy-N-methyl-3-oxo-7-(trifluoromethyl)-1,2-dihydroisoindole-5-carboxamide